O=C1N(C(C2=CC=CC=C12)=O)C(C(=O)O)CC1=CC=CC=C1 2-(1,3-Dioxo-1,3-dihydro-isoindol-2-yl)-3-phenyl-propionic acid